2-methyl-3-propyl-2-butene CC(C)=C(C)CCC